ethyl 1-(3,5-diethyl oxycarbonyl phenyl)-4-oxo-1,4-dihydropyridazine-3-carboxylate C(C)OC(=O)C=1C=C(C=C(C1)C(=O)OCC)N1N=C(C(C=C1)=O)C(=O)OCC